N-Methyl-1-{4-[(3R)-3-methylmorpholin-4-yl]-6-[4-((S)-S-methylsulfonimidoyl)tetrahydro-2H-pyran-4-yl]pyrimidin-2-yl}-1H-benzimidazol-2-amine CNC1=NC2=C(N1C1=NC(=CC(=N1)N1[C@@H](COCC1)C)C1(CCOCC1)[S@](=O)(=N)C)C=CC=C2